NC=1C=CC(=C(C1)C=1C(=NC2=CC(=NC=C2C1)NC)C#N)C 3-(5-amino-2-methylphenyl)-7-(methylamino)-1,6-naphthyridine-2-carbonitrile